C(C)(C)(C)OC(=O)N(CCC1=NC(=CC=C1[N+](=O)[O-])OC)CC1=C(C=CC=C1Cl)NC1=C(C(=O)O)C=C(C(=C1)C(F)(F)F)F 2-((2-(((tert-butoxycarbonyl)(2-(6-methoxy-3-nitropyridin-2-yl)ethyl)-amino)methyl)-3-chlorophenyl)amino)-5-fluoro-4-(trifluoromethyl)benzoic acid